C[Si](O[SiH](C)C)(C)CCCOC(C(=C)C)=O 3-(1,1,3,3-tetramethyldisiloxanyl)propyl-methacrylate